(4-fluoro-benzyl)-L-proline FC1=CC=C(CN2[C@@H](CCC2)C(=O)O)C=C1